N-(6-cyano-4-(difluoromethoxy)-1-(1-methylcyclobutyl)-1H-benzo[d]imidazol-2-yl)-3,3-dimethylbutanamide C(#N)C=1C=C(C2=C(N(C(=N2)NC(CC(C)(C)C)=O)C2(CCC2)C)C1)OC(F)F